(5-(3,5-dichlorophenyl)-5-(trifluoromethyl)-4,5-dihydroisoxazol-3-yl)-5,6-dihydro-4H-thieno[2,3-c]pyrrole-2-carboxamide ClC=1C=C(C=C(C1)Cl)C1(CC(=NO1)C1=C(SC=2CNCC21)C(=O)N)C(F)(F)F